(S)-2'-chloro-5'-(difluoromethoxy)-6-methyl-N-(5-((tetrahydrofuran-3-yl)methoxy)-1,3,4-thiadiazol-2-yl)-(4,4'-bipyridyl)-3-carboxamide ClC1=NC=C(C(=C1)C1=C(C=NC(=C1)C)C(=O)NC=1SC(=NN1)OC[C@@H]1COCC1)OC(F)F